C(C)(C)(C)OC(=O)N1CC(C1)N1N=C(C=C1)C=O 3-(3-formyl-1H-pyrazol-1-yl)azetidine-1-carboxylic acid tert-butyl ester